N8-(2-methoxy-2-methylpropyl)-N2-(2-methoxy-4-(4-methyl-4H-1,2,4-triazol-3-yl)phenyl)-6-methylpyrido[3,4-d]pyrimidine-2,8-diamine COC(CNC1=NC(=CC2=C1N=C(N=C2)NC2=C(C=C(C=C2)C2=NN=CN2C)OC)C)(C)C